trinitropropionic acid [N+](=O)([O-])C(CC(=O)O)([N+](=O)[O-])[N+](=O)[O-]